(1R,5S,6S)-3-[3-(Propan-2-yl)-1H-pyrazole-5-carbonyl]-6-({[6-(trifluoromethyl)pyridin-2-yl]oxy}methyl)-3-azabicyclo[3.1.0]hexane CC(C)C1=NNC(=C1)C(=O)N1C[C@H]2C([C@H]2C1)COC1=NC(=CC=C1)C(F)(F)F